2-{3-[(1R)-1-{[6-(1-acetyl-4-oxo-1,4lambda5-azaphosphinan-4-yl)-2-methylpyrido[3,4-d]pyrimidin-4-yl]amino}ethyl]-2-fluorophenyl}-2,2-difluoroethyl trifluoromethanesulfonate FC(S(=O)(=O)OCC(F)(F)C1=C(C(=CC=C1)[C@@H](C)NC=1C2=C(N=C(N1)C)C=NC(=C2)P2(CCN(CC2)C(C)=O)=O)F)(F)F